benzyl 3-hydroxy-4,5,6,7-tetrahydroisoxazolo[5,4-c]pyridine-6-carboxylate OC1=NOC=2CN(CCC21)C(=O)OCC2=CC=CC=C2